NC1=CC=C(C=N1)N1CCN(CC1)C(=O)C1=NC=C(C(=C1)OC)C1=CC=CC=C1 [4-(6-Amino-pyridin-3-yl)-piperazin-1-yl]-(4-methoxy-5-phenyl-pyridin-2-yl)-methanone